dodecyl-benzenesulfonic acid, sodium salt [Na+].C(CCCCCCCCCCC)C1=C(C=CC=C1)S(=O)(=O)[O-]